amino-1,3-butadiene-1,4-dicarboxylic acid NC(=CC=CC(=O)O)C(=O)O